CS(=O)(=O)C=1C=C(C=CC1)[C@H](C1CCN(CC1)C(=O)N1C[C@@H]2[C@@H](OCC(N2)=O)CC1)C1=NC=CC=C1 |o1:10| (4aR,8aS)-6-[4-[(S or R)-(3-Methylsulfonylphenyl)-(2-pyridyl)methyl]piperidine-1-carbonyl]-4,4a,5,7,8,8a-hexahydropyrido[4,3-b][1,4]oxazin-3-one